methyl (Z)-thiocarbamate C(N)(OC)=S